ClC1=NC=C(C(=C1)C1=C(C(=O)NC=2SC(=NN2)OC)C=CC(=C1)[N+](=O)[O-])OC 2-(2-chloro-5-methoxypyridin-4-yl)-N-(5-methoxy-1,3,4-thiadiazol-2-yl)-4-nitrobenzamide